CN1CCC(CC1)C N,4-dimethylpiperidine